2-[(2S,3R)-2-(cyclopentoxy)-3-(3,5-dimethoxy-4-methylphenyl)-3-hydroxypropyl]-1H-benzimidazole-5-carboxylic acid C1(CCCC1)O[C@@H](CC1=NC2=C(N1)C=CC(=C2)C(=O)O)[C@H](O)C2=CC(=C(C(=C2)OC)C)OC